(S)-1-(5-(azetidine-1-carbonyl)pyridin-3-yl)-3-(1-(5-fluoro-3-methylbenzofuran-2-yl)-2-methylpropyl)urea N1(CCC1)C(=O)C=1C=C(C=NC1)NC(=O)N[C@@H](C(C)C)C=1OC2=C(C1C)C=C(C=C2)F